BrC1=CC=C(C2=C1NC(=N2)CO)C(=O)N2CCC=1N(N=C3CCN(CC2C13)C(C=C)=O)C1=C(C=C(C=C1)C1CCC1)O 1-(5-(7-bromo-2-(hydroxymethyl)-1H-benzo[d]imidazole-4-carbonyl)-2-(4-cyclobutyl-2-hydroxyphenyl)-2,3,4,5,5a,6,8,9-octahydro-7H-1,2,5,7-tetraazabenzo[cd]azulen-7-yl)prop-2-en-1-one